8-chloro-1-(2,6-dichlorophenyl)-2-(hydroxymethyl)-5-(2-(2-methoxyethoxy)ethoxy)-1,6-naphthyridin-4(1H)-one ClC=1C=NC(=C2C(C=C(N(C12)C1=C(C=CC=C1Cl)Cl)CO)=O)OCCOCCOC